6-[(4-Chloro-5-methylpyridin-2-yl)amino]-4-{[3-methoxy-4-(1-methyl-1H-1,2,4-triazol-3-yl)pyridin-2-yl]amino}-N-(2H3)methylpyridazin-3-carboxamid ClC1=CC(=NC=C1C)NC1=CC(=C(N=N1)C(=O)NC([2H])([2H])[2H])NC1=NC=CC(=C1OC)C1=NN(C=N1)C